FC=1C=NN2C1C(=CC=C2)COC2=CC=CC(=N2)C2CCN(CC2)CC2=NC1=C(N2C[C@H]2OCC2)C=C(C=C1)C(=O)[O-] (S)-2-((4-(6-((3-Fluoropyrazolo[1,5-a]pyridin-4-yl)methoxy)pyridin-2-yl)piperidine-1-yl)methyl)-1-(oxetan-2-ylmethyl)-1H-benzo[d]imidazole-6-carboxylate